ClC=1C=C(C=C(C1)Cl)C1(CC(=NO1)C1=CC(=C(C(=O)NC2=NN(C(=N2)CC(C)C)C)C=C1)C)C(F)(F)F 4-(5-(3,5-dichlorophenyl)-5-(trifluoromethyl)-4,5-dihydroisoxazol-3-yl)-N-(5-isobutyl-1-methyl-1H-1,2,4-triazol-3-yl)-2-methylbenzamide